(1R,2R,3R,5S)-N-((2-(Benzo[d][1,3]dioxol-5-yl)-5-methyloxazol-4-yl)methyl)-2,6,6-trimethylbicyclo[3.1.1]heptan-3-amine O1COC2=C1C=CC(=C2)C=2OC(=C(N2)CN[C@H]2[C@@H]([C@@H]1C([C@H](C2)C1)(C)C)C)C